C1(CC1)N1N=C(C=C1)C=1C=C(C=CC1C#N)C1=CC=C(C=C1)F 3-(1-cyclopropyl-1H-pyrazol-3-yl)-4'-fluoro-[1,1'-biphenyl]-4-carbonitrile